COC1=NC=NC=C1CCC(=O)OCC ethyl 3-(4-methoxypyrimidin-5-yl)propionate